ClC=1C(=NC(=NC1)NC1CCN(CC1)S(=O)(=O)C)C1=CN=C(S1)CN(C)C 5-chloro-4-[2-[(dimethylamino)methyl]thiazol-5-yl]-N-(1-methylsulfonyl-4-piperidyl)pyrimidin-2-amine